N-4-tert-butylbenzoyl-3-fluoro-cyclopentenamine C(C)(C)(C)C1=CC=C(C(=O)NC2=CC(CC2)F)C=C1